N-[2-(2-OXOETHOXY)PHENYL]ACETAMIDE O=CCOC1=C(C=CC=C1)NC(C)=O